ClC1=C(C=C(C=C1)C=1CCOC2=C(C1C1=CC=C(C=C1)O[C@@H]1CN(CC1)CCCF)C=CC(=C2)O)C 4-(4-chloro-3-methyl-phenyl)-5-[4-[(3S)-1-(3-fluoropropyl)pyrrolidin-3-yl]oxyphenyl]-2,3-dihydro-1-benzoxepin-8-ol